monocarbonyl-triphenylphosphine C(=O)=P(C1=CC=CC=C1)(C1=CC=CC=C1)C1=CC=CC=C1